CC1C(CCC1)C(=O)[O-] 2-methylcyclopentane-1-carboxylate